ClC1=C(C=C2C(=NNC2=C1)C1=CC2=C(OCCN2S(=O)(=O)C)N=C1)O[C@H](C)C1=C(C(=NC=C1Cl)C)Cl 7-[6-chloro-5-[(1R)-1-(3,5-dichloro-2-methyl-4-pyridyl)ethoxy]-1H-indazol-3-yl]-1-methylsulfonyl-2,3-dihydropyrido[2,3-b][1,4]oxazine